N-(2-(dimethylamino)ethyl)-8,9-difluoro-5,6-dimethyl-6H-pyrido[4,3-b]carbazole-1-carboxamide CN(CCNC(=O)C1=NC=CC2=C(C=3N(C=4C=C(C(=CC4C3C=C21)F)F)C)C)C